CN(C[C@@](C)(O)[C@@H]1CN(CCC1)C(=O)OCC1=CC=CC=C1)C benzyl (3S)-3-[(2S)-1-(dimethylamino)-2-hydroxypropan-2-yl]piperidine-1-carboxylate